NC1=NC=2C=C(C(=CC2C2=C1C=NN2C)C(=O)N([C@@H]2COCC1=NC(=CC=C12)C(F)(F)F)C)C(F)(F)F 4-amino-N,1-dimethyl-7-(trifluoromethyl)-N-((5S)-2-(trifluoromethyl)-5,8-dihydro-6H-pyrano[3,4-b]pyridin-5-yl)-1H-pyrazolo[4,3-c]quinoline-8-carboxamide